5-(tert-butyl)-N-(6-methyl-5-(7-(methylamino)-1,6-naphthyridin-3-yl)pyridin-3-yl)-4,5,6,7-tetrahydrobenzo[d]isoxazole-3-carboxamide C(C)(C)(C)C1CCC2=C(C(=NO2)C(=O)NC=2C=NC(=C(C2)C=2C=NC3=CC(=NC=C3C2)NC)C)C1